ClC1=CC(=C2C[C@@H]([C@H](C2=C1)OC1=CC=C(C=C1)S(=O)(=O)N[C@@H](CO)[C@H]([C@@H]([C@@H](CO)O)O)O)N1CCNCC1)C#N 4-([(1S,2S)-6-chloro-4-cyano-2-(piperazin-1-yl)-2,3-dihydro-1H-inden-1-yl]oxy)-N-[(2S,3R,4S,5R)-1,3,4,5,6-pentahydroxyhex-2-yl]benzenesulfonamide